NC1=CC=C(C=C2OC3=C(C2=O)C=CC(=C3)O)C=C1 2-(4-aminobenzylidene)-6-hydroxybenzofuran-3(2H)-one